7-Bromo-3-methylquinolin-2-amine BrC1=CC=C2C=C(C(=NC2=C1)N)C